N-(1-((2-methyl-5-(3-methyl-1,2,4-thiadiazol-5-yl)phenyl)glycyl)indolin-4-yl)methanesulfonamide CC1=C(C=C(C=C1)C1=NC(=NS1)C)NCC(=O)N1CCC2=C(C=CC=C12)NS(=O)(=O)C